OC=1C=C(C=CC1)C=1C=CSC1 4-(3-Hydroxyphenyl)thiophene